4-(5-(2-Methylpiperazine-1-carbonyl)-1-(p-tolyl)-1H-benzo[d]imidazol-2-yl)benzonitrile CC1N(CCNC1)C(=O)C1=CC2=C(N(C(=N2)C2=CC=C(C#N)C=C2)C2=CC=C(C=C2)C)C=C1